CCCCCCCCC/C=C\CCCCCCCC(=O)O[C@H](COC(=O)CCC/C=C\C/C=C\C/C=C\C/C=C\C/C=C\CC)COP(=O)(O)OC[C@H](CO)O 1-(5Z,8Z,11Z,14Z,17Z-eicosapentaenoyl)-2-(9Z-nonadecenoyl)-glycero-3-phospho-(1'-sn-glycerol)